(6-(3-(tert-Butyl)phenyl)-2-azaspiro[3.3]heptan-2-yl)((1s,3s)-3-hydroxy-3-methylcyclobutyl)methanone C(C)(C)(C)C=1C=C(C=CC1)C1CC2(CN(C2)C(=O)C2CC(C2)(C)O)C1